2-((3,4-Dihydroisoquinolin-2(1H)-yl)methyl)-5-((7-(pyrimidin-2-ylmethyl)-7-azaspiro[3.5]nonan-2-yl)oxy)-4H-pyran-4-one C1N(CCC2=CC=CC=C12)CC=1OC=C(C(C1)=O)OC1CC2(C1)CCN(CC2)CC2=NC=CC=N2